C(C=C)(=O)N1CCN(CC1)C(CN1C2=C(N=C(C1=O)C1=C(C=CC=C1Cl)Cl)C=CC(=N2)Cl)=O (s)-4-(2-(4-acryloylpiperazin-1-yl)-2-oxoethyl)-6-chloro-2-(2,6-dichlorophenyl)pyrido[2,3-b]pyrazin-3(4H)-one